N1(CCC[C@H]2CCCC[C@H]12)C([C@@H](CN)N(C1CC1)CC1=CC=C(C=C1)Cl)=O (2R)-1-[(4aR,8aS)-decahydroquinolin-1-yl]-3-amino-2-{[(4-chlorophenyl)methyl](cyclopropyl)amino}propan-1-one